3-(3-((3-(3-((4-Chloro-3-(trifluoromethyl)phenethyl)amino)pentan-3-yl)phenyl)amino)-2,5-dioxo-2,5-dihydro-1H-pyrrol-1-yl)piperidine-2,6-dione ClC1=C(C=C(CCNC(CC)(CC)C=2C=C(C=CC2)NC=2C(N(C(C2)=O)C2C(NC(CC2)=O)=O)=O)C=C1)C(F)(F)F